[Mg].[Si].[Zn].[Al] Aluminum zinc silicon magnesium